1-(4-(2-oxo-2-(4-(thiophen-2-ylsulfonyl)piperazin-1-yl)ethoxy)phenyl)-5-phenyl-1,4-pentadien-3-one O=C(COC1=CC=C(C=C1)C=CC(C=CC1=CC=CC=C1)=O)N1CCN(CC1)S(=O)(=O)C=1SC=CC1